2-[6-(4-Chlorophenoxy)hexyl]-1-cyano-3-pyridin-4-ylguanidine ClC1=CC=C(OCCCCCCN=C(NC#N)NC2=CC=NC=C2)C=C1